C1(=CCCC1)B1OC(C)(C)C(C)(C)O1 1-Cyclopenteneboronic acid pinacol ester